2-(3,4-dichlorophenyl)thiazol-4-amine ClC=1C=C(C=CC1Cl)C=1SC=C(N1)N